CC1=NN(C2=C3C(=C(C=C12)O)C=CC=C3)CCC3=CC=CC=C3 3-methyl-1-phenethyl-1H-benzo[g]indazol-5-ol